8-(4-chloro-2-fluorophenyl)-2,3-dimethyl-6-[(2S)-2-(5-methyl-1,3,4-oxadiazol-2-yl)morpholin-4-yl]pyrimido[5,4-d]pyrimidin-4-one ClC1=CC(=C(C=C1)C1=NC(=NC2=C1N=C(N(C2=O)C)C)N2C[C@H](OCC2)C=2OC(=NN2)C)F